COC([C@H](CC(C)C)NC1=NC(=C(C=C1)Br)OCC1CC1)=O.O=C1N(C=CC2=CC(=CC=C12)C=1C=NNC1)CC=1C=C(C(=O)NCCC2=NC=CC=C2)C=CC1 3-((1-oxo-6-(1H-pyrazol-4-yl)isoquinolin-2(1H)-yl)methyl)-N-(2-(pyridin-2-yl)ethyl)benzamide (S)-methyl-2-(5-bromo-6-(cyclopropylmethoxy)pyridinylamino)-4-methylpentanoate